((9-((tert-butyldiphenylsilyl)oxy)heptadecane-1,17-diyl)bis(sulfanediyl))bis(ethane-2,1-diyl) dimethanesulfonate CS(=O)(=O)OCCSCCCCCCCCC(CCCCCCCCSCCOS(=O)(=O)C)O[Si](C1=CC=CC=C1)(C1=CC=CC=C1)C(C)(C)C